aminoandrost-4-en NC[C@@]12CCC[C@H]1[C@@H]1CCC3=CCCC[C@]3(C)[C@H]1CC2